2-(hydroxymethyl)-1-methylpropane OCC(CC)C